ClC1=CC(=C(C=C1)B(O)O)C(=O)OC 4-chloro-2-(methoxycarbonyl)phenyl-boronic acid